C1(CC1)C1=NN(C(=N1)[C@H](C)N1C(C2=CC=CC=C2C1=O)=O)C=1SC(=CN1)C#N 2-{3-cyclopropyl-5-[(1S)-1-(1,3-dioxo-1,3-dihydro-2H-isoindol-2-yl)ethyl]-1H-1,2,4-triazol-1-yl}-1,3-thiazole-5-carbonitrile